5-(6-ethoxypyrazin-2-yl)indolin C(C)OC1=CN=CC(=N1)C=1C=C2CCNC2=CC1